[Cl-].C(CC)[NH+]1CCC(CC1)CCC 1,4-dipropylpiperidinium chloride